2-(difluoromethyl)-4-(5-fluoro-4-hydroxyl-3-((trifluoromethyl)sulfonyl)-4,5,6,7-tetrahydro-1H-indol-1-yl)benzonitrile FC(C1=C(C#N)C=CC(=C1)N1C=C(C=2C(C(CCC12)F)O)S(=O)(=O)C(F)(F)F)F